C(=O)O.C(C)(C)(C)OC(=O)N1CCC1 azetidine-1-carboxylic acid tert-butyl ester formate salt